F[C@H]1C[C@H](N(C1)C(CN1C[C@H](CC1)N(C1=C2C=C(C=NC2=CC=C1)C)C)=O)C#N (2S,4S)-4-fluoro-1-[2-[(3S)-3-[methyl-(3-methyl-5-quinolyl)amino]pyrrolidin-1-yl]acetyl]pyrrolidine-2-carbonitrile